P(OC1=C(C(=CC=C1)C)C)(OC1=C(C(=CC=C1)C)C)OC1=C(C(=CC=C1)C)C trixylyl phosphite